Triphenylphosphinecarbonyl-rhodium C1(=CC=CC=C1)P(C(=O)[Rh])(C1=CC=CC=C1)C1=CC=CC=C1